ClC1=CC=C(C=C1)[C@H]([C@@H](C(=O)OCC[Si](C)(C)C)C)N1C(C2=C(C=C(C=C2C1=O)C(=O)C1CCOCC1)F)(OC)C1=CC=C(C=C1)Cl 2-(trimethylsilyl)ethyl (2S,3S)-3-(4-chlorophenyl)-3-[1-(4-chlorophenyl)-7-fluoro-1-methoxy-5-(oxane-4-carbonyl)-3-oxo-2,3-dihydro-1H-isoindol-2-yl]-2-methylpropanoate